BrC1=CSC=2C1=NC(=CC2)SC2=CC=CC=C2 3-bromo-5-(phenylthio)thieno[3,2-b]pyridine